CS(=O)(=O)O[C@@H](C(=O)OC(C)(C)C)C tert-butyl (R)-2-((methylsulfonyl)oxy)propanoate